4-[6-[(3S)-1-(3-fluoropropyl)pyrrolidin-3-yl]oxy-3-pyridyl]-3-[4-(trifluoromethoxy)phenyl]-2H-thiochromen-7-ol FCCCN1C[C@H](CC1)OC1=CC=C(C=N1)C1=C(CSC2=CC(=CC=C12)O)C1=CC=C(C=C1)OC(F)(F)F